2,5-dimethylhexa-2,4-diene CC(C)=CC=C(C)C